Dimethyl[(1,3,4,5-tetrahydro-2-benzoxepin-5-yl)methyl]amine hydrochloride Cl.CN(CC1CCOCC2=C1C=CC=C2)C